FC(CN1C(=NC2=NC=C(C=C21)C2=CNC=1N=C(N=CC12)NC1CCC(CC1)(O)C)C)F (1s,4s)-4-((5-(1-(2,2-difluoroethyl)-2-methyl-1H-imidazo[4,5-b]pyridin-6-yl)-7H-pyrrolo[2,3-d]pyrimidin-2-yl)amino)-1-methylcyclohexan-1-ol